C(C1=CC=CC=C1)(=O)O.C(C1=CC=CC=C1)=O benzaldehyde benzoate